2-[(2's,4r)-2',5-difluoro-6-iodo-1-oxospiro[3H-isoquinolin-4,1'-cyclopropan]-2-yl]acetic acid F[C@@H]1[C@@]2(C1)CN(C(C1=CC=C(C(=C12)F)I)=O)CC(=O)O